4-methyl-3,5-octanediol benzoate benzenesulfonate C1(=CC=CC=C1)S(=O)(=O)OC(C(C(CC)OC(C1=CC=CC=C1)=O)C)CCC